N,N',N''-((1,5,9-triazacyclododecane-1,5,9-triyl)tris(ethane-2,1-diyl))tris(1-(benzyloxy)-6-oxo-1,6-dihydropyridine-2-carboxamide) N1(CCCN(CCCN(CCC1)CCNC(=O)C=1N(C(C=CC1)=O)OCC1=CC=CC=C1)CCNC(=O)C=1N(C(C=CC1)=O)OCC1=CC=CC=C1)CCNC(=O)C=1N(C(C=CC1)=O)OCC1=CC=CC=C1